(R)-1-(4-bromophenyl)-2,2,2-trifluoroethane BrC1=CC=C(C=C1)CC(F)(F)F